N1(NCCC1)C(=O)N1CCN(CC1)CC(F)(F)F pyrazolidin-1-yl(4-(2,2,2-trifluoroethyl)piperazin-1-yl)methanone